C(C)NC1=C(C=C(C=C1SC1=CC=C(C=C1)C(C)(C)C)SC1=CC=C(C=C1)C(C)(C)C)SC1=CC=C(C=C1)C(C)(C)C N-ethyl-2,4,6-tris((4-t-butylphenyl)thio)aniline